2-(4-Methylphenyl)-4-(2-naphthyl)imidazole CC1=CC=C(C=C1)C=1NC=C(N1)C1=CC2=CC=CC=C2C=C1